CC1=CC=C2C(=N1)C1(C(N2)=O)CC1 5'-methylspiro[cyclopropane-1,3'-pyrrolo[3,2-b]pyridine]-2'(1'H)-one